Bromo-10,10-dimethylspiro[anthracene-9(10H),9'-[9H]fluorene] BrC1=CC=CC=2C3=CC=CC=C3C3(C12)C1=CC=CC=C1C(C=1C=CC=CC13)(C)C